4-(oxazol-4-ylamino)cyclobut-3-ene-1,2-dione O1C=NC(=C1)NC1=CC(C1=O)=O